C(C=C)N1C(N(C(N(C1=O)CC=C)=O)CC=C)=O triallyl-1,3,5-triazine-2,4,6-trione